ClC=1C=C(C(=O)NC2=CC=C(C=C2)C2(CCC2)C(NC2=C(C=C(C=C2)F)F)=O)C=CC1 3-chloro-N-(4-{1-[(2,4-difluorophenyl)carbamoyl]cyclobutyl}phenyl)benzamide